N1(CCCC1)P(N1CCCC1)N1CCCC1 tri(1-pyrrolidinyl)phosphine